methyl 4-chloro-2-methylquinoline-6-carboxylate ClC1=CC(=NC2=CC=C(C=C12)C(=O)OC)C